N=1N=CN2C=NC(=CC21)OC2=C(C=C(C=C2)NC2=NC=NC1=CC=C(C=C21)NC(=S)NC(CO)(CO)C)C 1-(4-((4-([1,2,4]triazolo[4,3-c]pyrimidin-7-yloxy)-3-methylphenyl)amino)quinazolin-6-yl)-3-(1,3-dihydroxy-2-methylpropan-2-yl)thiourea